(1-sec-butyl-5-[1,2,4]triazol-1-yl-1H-pyrazolo[4,3-d]pyrimidin-7-yl)-((R)-cyclopropyl-quinolin-3-yl-methyl)-amine C(C)(CC)N1N=CC=2N=C(N=C(C21)N[C@@H](C=2C=NC1=CC=CC=C1C2)C2CC2)N2N=CN=C2